CNC[C@H](O)C=1C=C(C(=CC1)O)O (R)-4-[2-(methylamino)-1-hydroxyethyl]-1,2-benzenediol